1-Azido-N-(3-(10,11-dihydro-5H-dibenzo[a,d][7]annulen-5-ylidene)propyl)-N-methyl-3,6,9,12-tetraoxapentadecan-15-amide N(=[N+]=[N-])CCOCCOCCOCCOCCC(=O)N(C)CCC=C1C2=C(CCC3=C1C=CC=C3)C=CC=C2